3-(3-(2-(4-(6-(6-((R)-2-(3-fluorophenyl)pyrrolidin-1-yl)imidazo[1,2-a]pyridin-3-yl)pyridin-2-yl)piperazin-1-yl)ethyl)-2-oxo-2,3-dihydro-1H-benzo[d]imidazol-1-yl)piperidine-2,6-dione FC=1C=C(C=CC1)[C@@H]1N(CCC1)C=1C=CC=2N(C1)C(=CN2)C2=CC=CC(=N2)N2CCN(CC2)CCN2C(N(C1=C2C=CC=C1)C1C(NC(CC1)=O)=O)=O